8-acetyl-3,6-dimethyl-2-(piperidin-1-yl)quinazolin-4(3H)-one C(C)(=O)C=1C=C(C=C2C(N(C(=NC12)N1CCCCC1)C)=O)C